C(C)(C)(C)[C@]1([C@](N(CCN1C(=O)O)C(=O)O)(C)C(C)(C)C)C di-tert-butyl-(2S,3S)-2,3-dimethylpiperazine-1,4-dicarboxylic acid